BrC1=C(C=C(C=C1)C1=CCC2(CN(C2)C(=O)OC(C)(C)C)CC1)OC tert-Butyl 7-(4-bromo-3-methoxyphenyl)-2-azaspiro[3.5]non-6-ene-2-carboxylate